1,5-di-amino-2-methylpentane NCC(CCCN)C